3-(4-Bromobenzyl)-N-(2-(dimethylamino)ethyl)-4-oxo-3,4-dihydroquinazoline-2-carboxamide BrC1=CC=C(CN2C(=NC3=CC=CC=C3C2=O)C(=O)NCCN(C)C)C=C1